C1=CC=CC=2C3=CC=CC=C3C(C12)COC(=O)N(C(C(=O)O)CCC1=CC=C(C=C1)C1CC1)C 2-((((9H-Fluoren-9-yl)methoxy)carbonyl)(methyl)amino)-4-(4-cyclopropylphenyl)butanoic acid